3,4-dihydroxy-5-methoxy-4'-(trifluoromethyl)-[1,1'-biphenyl]-2-carbaldehyde OC1=C(C(=CC(=C1O)OC)C1=CC=C(C=C1)C(F)(F)F)C=O